N-(3-fluoro-2-methoxyphenyl)-2-(hydroxyimino)acetamide FC=1C(=C(C=CC1)NC(C=NO)=O)OC